C1(=CC=CCC1)C#N cyclohexa-1,3-diene-1-carbonitrile